O(CCNC(=O)C1=CC=C(C(N1OCC1=CC=CC=C1)=O)C(=O)OC)CCNC(=O)C1=CC=C(C(N1OCC1=CC=CC=C1)=O)C(=O)OC Dimethyl 6,6'-(((oxybis(ethane-2,1-diyl))bis(azanediyl))bis(carbonyl))bis(1-(benzyloxy)-2-oxo-1,2-dihydropyridine-3-carboxylate)